methyl (3R)-1-(5-((3-fluorophenyl)ethynyl)-2,3-dihydro-1H-inden-1-yl)pyrrolidine-3-carboxylate FC=1C=C(C=CC1)C#CC=1C=C2CCC(C2=CC1)N1C[C@@H](CC1)C(=O)OC